4-(allyloxy)benzenesulfonamide C(C=C)OC1=CC=C(C=C1)S(=O)(=O)N